NC1=NC(=NC=C1)N1C[C@@H]([C@H](CC1)O)C (3S,4S)-1-(4-aminopyrimidin-2-yl)-3-methylpiperidin-4-ol